[3-[1-(p-tolylsulfonyl) pyrrolo[2,3-b]pyridin-5-yl] cyclopentyl] imidazole-1-carboxylate N1(C=NC=C1)C(=O)OC1CC(CC1)C=1C=C2C(=NC1)N(C=C2)S(=O)(=O)C2=CC=C(C=C2)C